5-((4-Bromobenzyl)oxy)-4,6-dichloro-1H-indole-2-carboxylic acid BrC1=CC=C(COC=2C(=C3C=C(NC3=CC2Cl)C(=O)O)Cl)C=C1